3-((difluoromethyl)sulfonyl)-N-((2-(2-((cis)-2,6-dimethylmorpholino)-6-oxo-1,6-dihydropyrimidin-4-yl)-1,6-naphthyridin-7-yl)methyl)benzamide FC(S(=O)(=O)C=1C=C(C(=O)NCC2=NC=C3C=CC(=NC3=C2)C=2N=C(NC(C2)=O)N2C[C@@H](O[C@@H](C2)C)C)C=CC1)F